C(CCCCC)NC(=O)OCCOC(C(=C)C)=O 2-[(Hexylcarbamoyl)oxy]ethylmethacrylat